N-{1-hydroxy-2-oxo-2-[4-(trifluoromethyl)phenyl]ethyl}formamide OC(C(C1=CC=C(C=C1)C(F)(F)F)=O)NC=O